N-methyl-3-(1-methylimidazol-4-yl)-4-[[3-(trifluoromethyl)phenyl]methylamino]benzenesulfonamide CNS(=O)(=O)C1=CC(=C(C=C1)NCC1=CC(=CC=C1)C(F)(F)F)C=1N=CN(C1)C